C1(CCCCC1)C(C)(C)C1CCCCC1 dicyclohexyldimethyl-methane